C(C)(C)(C)OC(NCC(C(NC1=CC=2C(=CN=CC2)S1)=O)C1=CC=C(C=C1)CC=C)=O (2-(4-allylphenyl)-3-oxo-3-(thieno[2,3-c]pyridin-2-ylamino)propyl)carbamic acid tert-butyl ester